The molecule is an alkyl diphosphate having bromohydrin as the alkyl group. It has a role as a phosphoantigen. It is an alkyl diphosphate and an organobromine compound. CC(CCOP(=O)(O)OP(=O)(O)O)(CBr)O